1-(4-methylbenzene-1-sulfonyl)-N-[(1,3-oxazol-4-yl)methyl]-1H-pyrazole-3-carboxamide CC1=CC=C(C=C1)S(=O)(=O)N1N=C(C=C1)C(=O)NCC=1N=COC1